The molecule is a monocarboxylic acid anion that is the conjugate base of creatine, obtained by deprotonation of the carboxy group. It is a conjugate base of a creatine and a creatine zwitterion. CN(CC(=O)[O-])C(=N)N